O=C(CC1=CC=C(C=C1)[O-])OCC=1CC2(C(C(=CC2C23C(C1)C1OC(OC1(CC2C)C(=C)C)(O3)CC3=CC=CC=C3)C)=O)O 4-(2-oxo-2-{[(13-benzyl-6-hydroxy-4,17-dimethyl-5-oxo-15-isopropenyl-12,14,18-trioxapentacyclo[11.4.1.01,10.02,6.011,15]octadeca-3,8-dien-8-yl)methyl]oxy}ethyl)phenolate